OC1=C(C(=NN1C)C1=C(C=CC=C1)S(=O)(=O)NC)C (5-hydroxy-1,4-dimethyl-1H-pyrazol-3-yl)-N-methylbenzene-1-sulfonamide